6-(6-((1S,6R,7R)-7-(aminomethyl)-7-(2-fluorophenyl)-3-azabicyclo[4.1.0]heptan-3-yl)-1H-pyrazolo[3,4-b]pyrazin-3-yl)-5-chloro-2-methylphthalazin-1(2H)-one NC[C@@]1([C@@H]2CCN(C[C@H]12)C1=CN=C2C(=N1)NN=C2C=2C(=C1C=NN(C(C1=CC2)=O)C)Cl)C2=C(C=CC=C2)F